6-chloro-3-(4-(2-fluoroethoxy)pyridin-2-yl)imidazo[1,2-b]pyridazine ClC=1C=CC=2N(N1)C(=CN2)C2=NC=CC(=C2)OCCF